O=C1N=C2N=C(NC(C2=N1)=O)N 8-OXOGUANIN